FC=1C=C(C=NC1C1=NN(N=C1)CC(C)(C)C)C(=O)N1CCN(CC1)C=1OC=2C(=NC(=CC2)C)N1 (5-fluoro-6-(2-neopentyl-2H-1,2,3-triazol-4-yl)pyridin-3-yl)(4-(5-methyloxazolo[4,5-b]pyridin-2-yl)piperazin-1-yl)methanone